ClC1=C2C(N(C(=NC2=CC=C1SC=1N=CC(=NC1)N1CCC(CC1)(C)CNC(OC(C)(C)C)=O)C)CC1=CC(=CC=C1)S(=O)(=O)F)=O Tert-butyl ((1-(5-((5-chloro-3-(3-(fluoro sulfonyl)benzyl)-2-methyl-4-oxo-3,4-dihydroquinazolin-6-yl)thio)pyrazin-2-yl)-4-methylpiperidin-4-yl)methyl)carbamate